BrCC(=O)C1=CC=C(C=C1)[N+](=O)[O-] bromo-p-nitroacetophenone